C(C)(C)(C)OC(=O)N[C@@H]1CN(C[C@H]1C(F)F)C(=O)OCC1=CC=CC=C1 benzyl (3S,4R)-3-[[(tert-butoxy)carbonyl]amino]-4-(difluoromethyl)pyrrolidine-1-carboxylate